C(C)(C)(C)OC(=O)N1[C@H](CC[C@@H](C1)NC(COC1=CC(=C(C=C1)Cl)F)=O)C(NC1=C(C=C(C=C1)Cl)OC)=O (2r,5s)-2-[(4-chloro-2-methoxyphenyl)carbamoyl]-5-[2-(4-chloro-3-fluorophenoxy)acetamido]piperidine-1-carboxylic acid tert-butyl ester